N-[(3S,4R)-1-(tert-butyl)-3-methyl-4-piperidyl]-6-{3-[4-(N-methylcarbamoyl)-2-anisidino]-1-propynyl}-1-(2,2,2-trifluoroethyl)-1H-1,3-benzimidazole-4-carboxamide C(C)(C)(C)N1C[C@@H]([C@@H](CC1)NC(=O)C1=CC(=CC=2N(C=NC21)CC(F)(F)F)C#CCNC=2C(OC)=CC=C(C2)C(NC)=O)C